(4-chlorobenzyl)-2-(1-methyl-d3-azepan-4-yl)phthalazin-1(2H)-one ClC1=CC=C(CC2=NN(C(C3=CC=CC=C23)=O)C2CCN(CCC2)C([2H])([2H])[2H])C=C1